(R)-6-chloro-5-cyclopropyl-N-(1-methylpiperidin-3-yl)-4-(phenylsulfonyl)pyridazin-3-amine ClC1=C(C(=C(N=N1)N[C@H]1CN(CCC1)C)S(=O)(=O)C1=CC=CC=C1)C1CC1